N-(3-(8-((2S,6R)-6-((dimethylamino)methyl)piperidin-2-yl)-3-(2,2,2-trifluoroethyl)imidazo[1,2-a]pyridin-2-yl)prop-2-yn-1-yl)-2-methoxy-4-(methylsulfonyl)aniline CN(C)C[C@H]1CCC[C@H](N1)C=1C=2N(C=CC1)C(=C(N2)C#CCNC2=C(C=C(C=C2)S(=O)(=O)C)OC)CC(F)(F)F